(E)- or (Z)-1-cyclopropyl-4-(hydroxyimino)-3-methyl-9-oxo-4,9-Dihydro-1H-naphtho[2,3-d]imidazole-3-ium C1(CC1)N1C=[N+](C2=C1C(C1=CC=CC=C1C2=NO)=O)C